O1N=C(C2=C1C=CC=C2)C2=C(C(=CC=C2)Br)[C@H](CC2=NC=CC=C2)N[S@@](=O)C(C)(C)C (S)-N-{(S)-1-[2-(Benzo[d]isoxazol-3-yl)-6-bromophenyl]-2-(pyridine-2-yl)ethyl}-2-methylpropane-2-sulfinamide